CN1C2(C3=C(C1=O)C(=CS3)C(F)(F)F)CC2 5'-methyl-3'-(trifluoromethyl)spiro[cyclopropane-1,6'-thieno[2,3-c]pyrrole]-4'(5'h)-one